(6S)-4-(7-(8-ethynyl-7-fluoro-3-hydroxynaphthalen-1-yl)-6,8-difluoro-2-(((S,E)-4-(fluoromethylene)-1,3-dimethylpiperidin-3-yl)methoxy)quinazolin-4-yl)-6-methyl-1,4-oxazepan-6-ol C(#C)C=1C(=CC=C2C=C(C=C(C12)C1=C(C=C2C(=NC(=NC2=C1F)OC[C@@]/1(CN(CC\C1=C/F)C)C)N1CCOC[C@](C1)(O)C)F)O)F